CC=1N=C(C(=NC1C1=CC=CC=2N(C=NC21)C)C(=O)N)NC2=CC=C(C=C2)N2CCOCC2 5-methyl-6-(1-methylbenzimidazol-4-yl)-3-(4-morpholinoanilino)pyrazine-2-carboxamide